C(CCCCCCC)(=O)[O-].C(CCCCCCC)(=O)[O-].C(CCCCCCC)[Sn+2]CCCCCCCC dioctyltin dicaprylate